C1(CC1)C=1C=CC=2N(C1)C=C(N2)CN2N=NC(=C2)NC(OC(C)(C)C)=O tert-butyl (1-((6-cyclopropylimidazo[1,2-a]pyridin-2-yl)methyl)-1H-1,2,3-triazol-4-yl)carbamate